(R)-2-(4-(phenylthio)-3-((4-sulfamoyl-2-((trifluoromethyl)sulfonyl)phenyl)amino)butyl)-2,6-dihydropyrrolo[3,4-c]pyrazole-5(4H)-carboxylic acid tert-butyl ester C(C)(C)(C)OC(=O)N1CC2=NN(C=C2C1)CC[C@H](CSC1=CC=CC=C1)NC1=C(C=C(C=C1)S(N)(=O)=O)S(=O)(=O)C(F)(F)F